P(=O)(OCCOCCCC)(OCCOCCCC)OCCOCCCC tris(2-butoxy ethyl) phosphate